BrC1=CC=C2C(OC(C2=C1O)=CC=1C=CC(=C(C(=O)N2CCN(CC2)C2=NC=C(C#N)C=C2)C1)F)=O 6-(4-(5-((6-bromo-7-hydroxy-3-oxoisobenzofuran-1(3H)-ylidene)methyl)-2-fluorobenzoyl)piperazin-1-yl)nicotinonitrile